ClC=1C=C2C(=C(NC2=C(C1)F)C1CC1)C=O 5-CHLORO-2-CYCLOPROPYL-7-FLUORO-1H-INDOLE-3-CARBOXALDEHYDE